FC(C(=O)O)(F)F.ClC1=CC=C(C[C@@H]2N(C[C@@H](OC2)C)[C@@H]2[C@H](CN(CC2)C(=O)OCC=C)OC)C=C1 (3S,4S)-allyl 4-((2S,5S)-5-(4-chlorobenzyl)-2-methylmorpholino)-3-methoxypiperidine-1-carboxylate 2,2,2-trifluoroacetate